4-(3-((tert-butyldimethylsilyl)oxy)-1-(pyridin-2-yl)prop-1-en-1-yl)-6-methyl-7-oxo-1-tosyl-6,7-dihydro-1H-pyrrolo[2,3-c]pyridine-2-carboxylic acid ethyl ester C(C)OC(=O)C1=CC2=C(C(N(C=C2C(=CCO[Si](C)(C)C(C)(C)C)C2=NC=CC=C2)C)=O)N1S(=O)(=O)C1=CC=C(C)C=C1